3,4-dichloro-5-hydroxy-1-(2-hydroxybenzyl)-1H-pyrrol-2(5H)-one ClC=1C(N(C(C1Cl)O)CC1=C(C=CC=C1)O)=O